2-Bromo-1-(7-bromo-4-fluorobenzofuran-5-yl)ethan-1-one BrCC(=O)C=1C=C(C2=C(C=CO2)C1F)Br